6-((2,6-dimethyl-pyrimidin-4-yl)amino)-N-ethoxy-4-((5-fluoro-2-methoxy-3-(pyrimidin-2-yl)phenyl)amino)nicotinamide CC1=NC(=CC(=N1)NC1=NC=C(C(=O)NOCC)C(=C1)NC1=C(C(=CC(=C1)F)C1=NC=CC=N1)OC)C